2,2-bis[3,5-dibromo-4-(2,3-dibromo-2-methylpropoxy)phenyl]propane BrC=1C=C(C=C(C1OCC(CBr)(C)Br)Br)C(C)(C)C1=CC(=C(C(=C1)Br)OCC(CBr)(Br)C)Br